8-bromo-6-chloro-2H-benzo[d][1,3]oxazine-2,4(1H)-dione BrC1=CC(=CC2=C1NC(OC2=O)=O)Cl